C1(=C(C=CC=C1)C=1OCCCN1)C=1OCCCN1 2,2'-(1,2-phenylene)-bis(5,6-dihydro-4H-1,3-oxazine)